C1(CCCCC1)C1(C=CC=C1)[Zr]C1(C=CC=C1)C1CCCCC1 bis(cyclohexylcyclopentadienyl)zirconium